C1=CC=CC=2C3=CC=CC=C3C(C12)COC(=O)NCC(=O)NCC(=O)[O-] 2-[[2-(9H-fluoren-9-ylmethoxycarbonylamino)acetyl]amino]acetate